2-hydroxy-4-methoxyphenyl-4,6-diphenyl-1,3,5-triazine OC1=C(C=CC(=C1)OC)C1=NC(=NC(=N1)C1=CC=CC=C1)C1=CC=CC=C1